azobis-(isobutyronitrile) N(=NC(C#N)(C)C)C(C#N)(C)C